6-chloro-3H-imidazo[4,5-C]pyridine ClC1=CC2=C(C=N1)NC=N2